COC(C[C@H]1O[C@@H]([C@H](C(C1)=C)O[Si](C)(C)C(C)(C)C)CO[Si](C)(C)C(C)(C)C)=O ((2s,5s,6r)-5-(tert-butyldimethylsilyloxy)-6-((tert-butyldimethylsilyloxy)methyl)-4-methylenetetrahydro-2H-pyran-2-yl)acetic acid methyl ester